C(C)(=O)O[C@H]1[C@@H](SCC2=CC=C(C=C2)Cl)O[C@@H]([C@@H]([C@@H]1N=[N+]=[N-])OC(C)=O)COC(C)=O 4-Chlorobenzyl 2,4,6-tri-O-acetyl-3-azido-3-deoxy-1-thio-α-D-galactopyranoside